ClC1=C(C=CC(=C1)OC)C1=C(C2=C(CCC1)C=C(C=C2)O)C2=CC=C(C=C2)O[C@@H]2CN(CC2)CCCF 6-(2-chloro-4-methoxy-phenyl)-5-[4-[(3S)-1-(3-fluoropropyl)pyrrolidin-3-yl]oxyphenyl]-8,9-dihydro-7H-benzo[7]annulen-2-ol